2,5-difluoropyrrolidine FC1NC(CC1)F